Ethylfarnesoat C(C)CC(=CCCC(=CCCC(=CC(=O)[O-])C)C)C